(3-bromo-4-methyl-5-(trifluoromethyl)phenyl)carbamic acid tert-butyl ester C(C)(C)(C)OC(NC1=CC(=C(C(=C1)C(F)(F)F)C)Br)=O